CC=1SC(=CN1)C=1N=C(C2=C(N1)SC=N2)N[C@@H]2CCC=1NC3=CC=CC=C3C1C2 (R)-5-(2-methylthiazol-5-yl)-N-(2,3,4,9-tetrahydro-1H-carbazol-3-yl)thiazolo[5,4-d]pyrimidin-7-amine